2-(6-(((1R,3S)-3-hydroxycyclohexyl)amino)pyridazin-3-yl)-3-methyl-5-(trifluoromethyl)phenol O[C@@H]1C[C@@H](CCC1)NC1=CC=C(N=N1)C1=C(C=C(C=C1C)C(F)(F)F)O